5-((3R,5S)-3-((4-bromobenzyl)amino)-5-methylpiperidin-1-yl)quinoline-8-carbonitrile BrC1=CC=C(CN[C@H]2CN(C[C@H](C2)C)C2=C3C=CC=NC3=C(C=C2)C#N)C=C1